2,4,5-trichloro-N-(2,4-difluoro-3-iodophenyl)benzenesulfonamide ClC1=C(C=C(C(=C1)Cl)Cl)S(=O)(=O)NC1=C(C(=C(C=C1)F)I)F